CN1CCN(CC1)C1=CC=C(C=N1)C=1C=C2C(=NC1)NC=C2C2=CC=1N(C=C2)N=CC1C(=O)N[C@@H](C(F)(F)F)C (R)-5-(5-(6-(4-methylpiperazin-1-yl)pyridin-3-yl)-1H-pyrrolo[2,3-b]pyridin-3-yl)-N-(1,1,1-trifluoropropan-2-yl)pyrazolo[1,5-a]pyridine-3-carboxamide